(Z)-2-chloro-5-((2,5-dibromothiophen-3-yl)methylene)-4H-cyclopenta[b]thiophene-4,6(5H)-Dione ClC1=CC2=C(S1)C(\C(\C2=O)=C/C2=C(SC(=C2)Br)Br)=O